NC1=CC=C2C(=N1)CN(C2=O)C(C)C 2-Amino-6-isopropyl-6,7-dihydro-5H-pyrrolo[3,4-b]pyridin-5-one